2-[(1R)-1-[[2-[(2,5-dichlorobenzoyl)amino]acetyl]amino]-3-methylbutyl]-5-oxo-1,3,2-dioxaborolan-4,4-diacetic acid ClC1=C(C(=O)NCC(=O)N[C@@H](CC(C)C)B2OC(C(O2)(CC(=O)O)CC(=O)O)=O)C=C(C=C1)Cl